N-(1H-indol-6-yl)-4-(3,4,5-trimethoxyphenyl)-4,5,6,7-tetrahydro-[1,2,4]triazolo[1,5-a]pyrimidin-2-amine N1C=CC2=CC=C(C=C12)NC1=NN2C(N(CCC2)C2=CC(=C(C(=C2)OC)OC)OC)=N1